ClC=1C(=NC(=NC1)NC1=C(C=C(C=C1)N1CCC(CC1)N1CCN(CC1)C)Cl)NC=1C=C2CCCC2=CC1 5-chloro-N2-(2-chloro-4-(4-(4-methylpiperazin-1-yl)piperidin-1-yl)phenyl)-N4-(2,3-dihydro-1H-inden-5-yl)pyrimidine-2,4-diamine